CS(=O)(=O)C1=CC=C2C(CCOC2=C1)O 7-(methylsulfonyl)chroman-4-ol